6-[(1S,4S)-2,5-diazabicyclo[2.2.1]heptan-2-yl]-N-[2,3-difluoro-4-[[(2S)-tetrahydrofuran-2-yl]methoxy]phenyl]-7-fluoro-pyrido[3,2-d]pyrimidin-4-amine [C@@H]12N(C[C@@H](NC1)C2)C=2C(=CC=1N=CN=C(C1N2)NC2=C(C(=C(C=C2)OC[C@H]2OCCC2)F)F)F